(3R)-N-((1R,2R,4S)-7-cyano-7-azabicyclo[2.2.1]heptan-2-yl)-1-(4-cyclopropyl-2-pyrimidinyl)-3-pyrrolidinecarboxamide C(#N)N1[C@H]2[C@@H](C[C@@H]1CC2)NC(=O)[C@H]2CN(CC2)C2=NC=CC(=N2)C2CC2